2-((6-methyl-1H-pyrrolo[2,3-b]pyridin-5-yl)oxy)benzamide CC1=C(C=C2C(=N1)NC=C2)OC2=C(C(=O)N)C=CC=C2